5-[4-[3,5-bis[4-(5-carboxy-2-thienyl)phenyl]phenyl]phenyl]thiophene-2-carboxylic acid C(=O)(O)C1=CC=C(S1)C1=CC=C(C=C1)C=1C=C(C=C(C1)C1=CC=C(C=C1)C=1SC(=CC1)C(=O)O)C1=CC=C(C=C1)C1=CC=C(S1)C(=O)O